CO[Si](CCCN(CCC[Si](OC)(OC)OC)CCCC=1NC=CN1)(OC)OC N,N-bis(3-trimethoxysilylpropyl)-3-imidazolylpropylamine